CN1CCN(CC1)CC#CC1=CC=2N=C(N=C(C2S1)N1CCOCC1)N1N=C(C=C1)C=1C=C(C=CC1)C 4-(6-(3-(4-Methylpiperazin-1-yl)prop-1-yn-1-yl)-2-(3-(m-tolyl)-1H-pyrazol-1-yl)thieno[3,2-d]pyrimidin-4-yl)morpholine